C(#N)C1=CC=C(C=C1)N1N=C(C(=C1)C(=O)NC1=CC(=C(C=C1)CO)OC(F)F)C 1-(4-cyanophenyl)-N-[3-(difluoromethoxy)-4-(hydroxymethyl)phenyl]-3-methyl-1H-pyrazole-4-carboxamide